carbon palladium-copper [Cu].[Pd].[C]